2-(4-((4-(5-aminopyridin-2-yl)piperazin-1-yl)methyl)piperidin-1-yl)acetic acid tert-butyl ester C(C)(C)(C)OC(CN1CCC(CC1)CN1CCN(CC1)C1=NC=C(C=C1)N)=O